(R)-6-(2-methylpyrrolidin-1-yl)quinoline-4-carboxylic acid tert-butyl ester C(C)(C)(C)OC(=O)C1=CC=NC2=CC=C(C=C12)N1[C@@H](CCC1)C